tert-butyl ((2-(3-(3-(cyanomethyl)-1-(4-methyl-4H-1,2,4-triazol-3-yl)cyclobutyl)phenyl)-3-oxo-7-(trifluoromethyl)isoindolin-5-yl)methyl)(1-methylcyclobutyl)carbamate C(#N)CC1CC(C1)(C1=NN=CN1C)C=1C=C(C=CC1)N1CC2=C(C=C(C=C2C1=O)CN(C(OC(C)(C)C)=O)C1(CCC1)C)C(F)(F)F